ClCC1=C(C(=O)OCC)C=CC(=C1)O[C@@H]1CN(C[C@@H]2C[C@H]12)CC |o1:14,18| ethyl 2-(chloromethyl)-4-(((1R*,5S*,6S)-3-ethyl-3-azabicyclo[4.1.0]heptan-5-yl)oxy)benzoate